2-(4-(4-n-butyl-piperazin-1-yl)-phenyl)-1H-indol-4-carboxamid C(CCC)N1CCN(CC1)C1=CC=C(C=C1)C=1NC=2C=CC=C(C2C1)C(=O)N